FC1=C(C(=CC=C1)C)N1C[C@@H](CCC1)N1C(N(C=2C(C1)=CN(N2)C)CC2=C(C=CC=C2)C(F)(F)F)=O |o1:10| 5-[(R)- or (S)-1-(2-Fluoro-6-methyl-phenyl)-piperidin-3-yl]-2-methyl-7-(2-trifluoromethylbenzyl)-2,4,5,7-tetrahydro-pyrazolo[3,4-d]pyrimidin-6-one